ClC1=NC=NC=N1 chloro-1,3,5-triazine